Tert-butyl (S)-3-(quinolin-4-ylamino)pyrrolidine-1-carboxylate N1=CC=C(C2=CC=CC=C12)N[C@@H]1CN(CC1)C(=O)OC(C)(C)C